Cl.NCCCCCCCCNC(CSSCC(=O)O)=O 2-((2-((8-aminooctyl)amino)-2-oxoethyl)disulfaneyl)acetate hydrochloride